C[SiH](OCC)OCC 1-methyldiethoxysilane